(R)-N-(8,9-difluoro-6-oxo-1,4,5,6-tetrahydro-2H-pyrano[3,4-c]isoquinolin-1-yl)-2-(difluoromethyl)-N-methylisonicotinamide FC=1C(=CC=2C3=C(NC(C2C1)=O)COC[C@@H]3N(C(C3=CC(=NC=C3)C(F)F)=O)C)F